5-(3-(5,5-dimethyl-2,5-dihydro-1H-pyrrol-3-yl)-2-fluoro-6-hydroxyphenyl)-1,2,5-thiadiazolidin-3-one 1,1-dioxide CC1(C=C(CN1)C=1C(=C(C(=CC1)O)N1CC(NS1(=O)=O)=O)F)C